perfluorophenyl 2-oxo-7-(thiophen-2-yl)-1,2-dihydroquinoline-3-carboxylate O=C1NC2=CC(=CC=C2C=C1C(=O)OC1=C(C(=C(C(=C1F)F)F)F)F)C=1SC=CC1